coumaramide C1=CC=C(C=C1)/C=C/C(=O)N